FC1(CCN(CC1)C1=NC(=CC=2N1C=CN2)NC(C2=C(C=C(C=C2)NS(=O)(=O)C(C)(C)C)N2CCC1(CC1)CC2)=O)F N-(5-(4,4-difluoropiperidin-1-yl)imidazo[1,2-c]pyrimidin-7-yl)-4-((1,1-dimethylethyl)sulfonamido)-2-(6-azaspiro[2.5]octan-6-yl)benzamide